2-methyl-phenyl isothiocyanate CC1=C(C=CC=C1)N=C=S